2-{[6-butyl-4-(3-cyanophenyl)quinolin-2-yl]oxy}propanoic acid C(CCC)C=1C=C2C(=CC(=NC2=CC1)OC(C(=O)O)C)C1=CC(=CC=C1)C#N